Ethoxyphosphate CCOOP(=O)(O)O